C(C)(C)(C)[S@@](=O)N[C@@H]1C=2C(=NC(=CC2)C)CC12CCN(CC2)C(=O)OC(C)(C)C tert-butyl (S)-5-(((R)-tert-butylsulfinyl) amino)-2-methyl-5,7-dihydrospiro[cyclopenta[b]pyridine-6,4'-piperidine]-1'-carboxylate